Cl.CN1CCC(CC1)C(=O)NC1=NNC2=CC=C(C=C12)C1=CC=C(C=C1)S(N)(=O)=O 1-methyl-N-[5-(4-sulfamoylphenyl)-1H-indazol-3-yl]piperidine-4-carboxamide hydrochloride